BrCC=1OC(=CC1C(=O)OC)S(N[Si](C)(C)C(C)(C)C)(=O)=O methyl 2-(bromomethyl)-5-[(tert-butyldimethylsilyl)sulfamoyl]furan-3-carboxylate